C(CS(=O)(=O)O)S(=O)(=O)O.N1N=CC(=C1)C(=O)N pyrazole-4-carboxamide ethanedisulfonate